C1=CC=CC=2C3=CC=CC=C3C(=CC12)OB(O)O phenanthren-9-yl-boric acid